The molecule is a peptide cation obtained from the deprotonation of the carboxy group of L-phenylalanine residue, and protonation of the amino group of L-isoleucyl and protonation of the side chains of L-arginyl residues of kinetensin (1-8). It is the major species at pH 7.3. It has a role as a human metabolite and a histamine releasing agent. It is a conjugate acid of a kinetensin (1-8). CC[C@H](C)[C@@H](C(=O)N[C@@H](C)C(=O)N[C@@H](CCC[NH+]=C(N)N)C(=O)N[C@@H](CCC[NH+]=C(N)N)C(=O)N[C@@H](CC1=CN=CN1)C(=O)N2CCC[C@H]2C(=O)N[C@@H](CC3=CC=C(C=C3)O)C(=O)N[C@@H](CC4=CC=CC=C4)C(=O)[O-])[NH3+]